C(CCC)C1C(=NN(C1(C(=O)N)C)C1=CC=CC=C1)C1=CC=C(C=C1)Cl 4-butyl-3-(4-chlorophenyl)-5-methyl-1-phenyl-4,5-dihydro-1H-pyrazole-5-carboxamide